(1S,2R)-6-Chloro-1-hydroxy-2,3-dihydro-1H-inden-2-yl-carbamat ClC1=CC=C2C[C@H]([C@H](C2=C1)O)NC([O-])=O